NC([C@H](C[C@H]1C(NCC1)=O)NC([C@H](C[Si](C)(C)C)NC(=O)C=1NC2=C(C=C(C=C2C1)F)F)=O)=O N-((R)-1-(((S)-1-Amino-1-oxo-3-((S)-2-oxopyrrolidin-3-yl)propan-2-yl)amino)-1-oxo-3-(trimethylsilyl)propan-2-yl)-5,7-difluoro-1H-indole-2-carboxamide